3-amino-5-phenyl-1,3-dihydro-2H-benzo[e][1,4]diazepin-2-one NC1N=C(C2=C(NC1=O)C=CC=C2)C2=CC=CC=C2